tetrafluoroborate phosphonium salt [PH4+].F[B-](F)(F)F